FC1=CC=C(CN2C(C(=NC(=C2)CCCO)N2CCC(CC2)C(=O)N)=O)C=C1 1-(4-(4-Fluorobenzyl)-6-(3-hydroxypropyl)-3-oxo-3,4-dihydropyrazin-2-yl)piperidine-4-carboxamide